tert-Butyl 4-{(1S)-1-[(2-hydroxyethyl)(2-nitrobenzene-1-sulfonyl)amino]ethyl}piperidine-1-carboxylate OCCN([C@@H](C)C1CCN(CC1)C(=O)OC(C)(C)C)S(=O)(=O)C1=C(C=CC=C1)[N+](=O)[O-]